OC(CCCCCCCCCCCCCCCCCCC(=O)O)CC=CCC=CCCCC 20-Hydroxy-triaconta-22,25-dienoic acid